isooctyl-stibium trithioacetate C(C)(=S)[O-].C(C)(=S)[O-].C(C)(=S)[O-].C(CCCCC(C)C)[Sb+3]